CC1=CC=C(C=C1)S(=O)(=O)N(C(=O)N)C1=CC(=CC=C1)OS(=O)(=O)C1=CC=C(C)C=C1 N-p-toluenesulfonyl-N-(3-p-toluenesulfonyloxyphenyl)urea